tert-butyl (2S,4R)-2-(dimethylcarbamothioyl)-4-[3-(methoxycarbonyl)phenyl]methoxypyrrolidine-1-carboxylate CN(C(=S)[C@H]1N(C[C@@H](C1)OCC1=CC(=CC=C1)C(=O)OC)C(=O)OC(C)(C)C)C